C(C1=CC=CC=C1)OC1=C(C(=CC2=C1CCO2)C)C=2C(N(C(=NN2)N[C@H]2CN(CCC2)CC2=CC=CC=C2)C)=O 6-(4-benzyloxy-6-methyl-2,3-dihydrobenzofuran-5-yl)-4-methyl-3-[[(3R)-1-benzyl-3-piperidyl]amino]-1,2,4-triazin-5-one